N2-(2-methoxy-4-(4-methyl-4H-1,2,4-triazol-3-yl)phenyl)-5-methyl-N8-((3-methyloxetan-3-yl)methyl)pyrido[3,4-d]pyrimidine-2,8-diamine COC1=C(C=CC(=C1)C1=NN=CN1C)NC=1N=CC2=C(N1)C(=NC=C2C)NCC2(COC2)C